2-[[4-(1-methylindazol-6-yl)-1-oxo-7-(4-piperidylamino)isoindolin-2-yl]methyl]prop-2-enamide CN1N=CC2=CC=C(C=C12)C1=C2CN(C(C2=C(C=C1)NC1CCNCC1)=O)CC(C(=O)N)=C